C1(=CC=C(C=C1)C1=CC=C(S1)C=1SC(=CC1)C1=CC=C(C=C1)C1=CC=CC=C1)C1=CC=CC=C1 5,5'-bis(biphenyl-4-yl)-2,2'-bithiophene